C(C)(C)(C)OC([C@H](NC(=O)OC(C)(C)C)CO)=O N-Boc-D-serine tert-butyl ester